NC1=NN2C(N=CC(=C2)F)=C1C(=O)NC=1C=NC=C(C1N1CCC(CC1)C(=O)N1CCN(CC1)C1COC1)F 2-amino-6-fluoro-N-[5-fluoro-4-[4-[4-(oxetan-3-yl)piperazine-1-carbonyl]-1-piperidyl]-3-pyridyl]pyrazolo[1,5-a]pyrimidine-3-carboxamide